3,3'-Methylenebis(5-hydroxy-1,2,4-triazole) C(C1=NNC(=N1)O)C1=NNC(=N1)O